[Cr].[Ni].[Sn] tin nickel chromium